2-{[(αR)-6-[3-(cyclobutylmethyl)-2,4,5-trioxoimidazolidin-1-yl]spiro[3.3]heptan-2-yl]oxy}pyridine-3-carboxamide C1(CCC1)CN1C(N(C(C1=O)=O)C1CC2(CC(C2)OC2=NC=CC=C2C(=O)N)C1)=O